NC1=NC2=CC(=NC=C2C=C1O[C@@H](C)C1=C(C=C2C(=N1)N(N=C2)CCO)N2N=CC=C2)C 2-[6-{(1S)-1-[(2-amino-7-methyl-1,6-naphthyridin-3-yl)oxy]ethyl}-5-(1H-pyrazol-1-yl)-1H-pyrazolo[3,4-b]pyridin-1-yl]ethanol